S1C=NC2=C1C=CC(=C2)NC2=CC=NC1=CC(=CC=C21)C2=C(C=C(C(=O)N1CC(NCC1)=O)C=C2)F 4-(4-(4-(benzo[d]thiazol-5-ylamino)quinolin-7-yl)-3-fluorobenzoyl)piperazin-2-one